dL-lysine N[C@@H](CCCCN)C(=O)O |r|